N(=[N+]=[N-])CCOCCOCCOCCOCCOCCOCCOCCOCCOCCOCCOCCNC(=O)CC[C@@H](C(=O)O)NC(CCCCCCCCCCCCCCCS(=O)(=O)O)=O (2S)-4-[(35-azido-3,6,9,12,15,18,21,24,27,30,33-undecaoxapentatriacontan-1-yl)carbamoyl]-2-(16-sulfohexadecanamido)butanoic acid